ClCC(=O)NC12C(CC(CC1)(CC2)NC(COC2=CC(=C(C=C2)Cl)F)=O)=O 2-chloro-N-{4-[2-(4-chloro-3-fluorophenoxy)acetylamino]-2-oxobicyclo[2.2.2]octan-1-yl}acetamide